CC=1N=C(SC1)C1COC1 4-methyl-2-(oxetan-3-yl)thiazole